CC12CC3(CC(C[C@@](C1)(C3)C)C2)NC(NC2=CC=C(C(=O)N3CCC(CC3)C(=O)N)C=C2)=O 1-(4-{3-[(1r,5s,7r)-3,5-dimethyladamantan-1-yl]ureido}benzoyl)piperidine-4-carboxamide